4-hydroxybutyrine OCCC(N)C(=O)O